(1R,5S,6S)-3-(3-(2,3-dichlorophenyl)-1H-pyrazolo[3,4-b]-pyrazin-6-yl)-3-aza-bicyclo[3.1.0]hexan-6-amine ClC1=C(C=CC=C1Cl)C1=NNC2=NC(=CN=C21)N2C[C@@H]1C([C@@H]1C2)N